8-(4-Isobutylpiperazin-1-yl)-6-(N-(4-methoxybenzyl)-N-(1-methylcyclopropyl)sulfamoyl)-[1,2,4]triazolo[4,3-a]pyridine-3-carboxylic acid methyl ester COC(=O)C1=NN=C2N1C=C(C=C2N2CCN(CC2)CC(C)C)S(N(C2(CC2)C)CC2=CC=C(C=C2)OC)(=O)=O